2'-methyl-2',3'-dihydro-1'H-spiro[cyclohexane-1,4'-isoquinolin]-3-one CN1CC2=CC=CC=C2C2(C1)CC(CCC2)=O